3-Methyl-9,10-bis[2-carboxy(3,6-methano-4-cyclohexenyl)]carbonyloxy-anthracene CC=1C=CC2=C(C3=CC=CC=C3C(=C2C1)OC(=O)C1C(C2C=CC1C2)C(=O)O)OC(=O)C2C(C1C=CC2C1)C(=O)O